methyl 5-(1-(4-fluorophenyl)vinyl)-6-((2-(pyrrolidin-1-yl)ethyl)amino)nicotinate FC1=CC=C(C=C1)C(=C)C=1C(=NC=C(C(=O)OC)C1)NCCN1CCCC1